The molecule is a trideoxyhexose deoxygenated at positions 2, 3 and 6; and carrying a 3-dimethylamino substituent. It is an amino monosaccharide and a trideoxyhexose derivative. C[C@H]([C@@H]([C@@H](CC=O)N(C)C)O)O